OCC1CCC(CC1)N1N=C2C=C(C(=CC2=C1)N1NC(=CC=C1)C(=O)N)OC 1-N-(2-((1r,4r)-4-(hydroxymethyl)cyclohexyl)-6-methoxy-2H-indazol-5-yl)pyridazine-3-carboxamide